6-(((3S,4R,5R,6R)-4,5-dihydroxy-6-(hydroxymethyl)tetrahydro-2H-pyran-3-yl)amino)-1,3,5-triazine-2,4(1H,3H)-dione O[C@@H]1[C@H](CO[C@@H]([C@@H]1O)CO)NC1=NC(NC(N1)=O)=O